C(CCCCCCCC)NCCC1CCN(CC1)C(=O)OC(C)(C)C tert-Butyl 4-(2-(nonylamino)ethyl)piperidine-1-carboxylate